[Zn].N1C(=CC2=CC=CC=C12)CC(=O)O indoleacetic acid zinc